tert-butyl (3-(4-((4R,Z)-9-amino-4-((4-hydroxybenzyl)carbamoyl)-2,11,16-trioxo-1-phenyl-3,8,10,12,15-pentaazaoctadec-9-en-1-yl)phenoxy)propyl)carbamate N/C(/NCCC[C@@H](NC(C(C1=CC=CC=C1)C1=CC=C(OCCCNC(OC(C)(C)C)=O)C=C1)=O)C(NCC1=CC=C(C=C1)O)=O)=N/C(NCCNC(CC)=O)=O